CN([C@H]1CNCC1)CCCCC[C@H]1NC2=NC=CC=C2CC1 (R)-N-methyl-N-(5-((R)-1,2,3,4-tetrahydro-1,8-naphthyridin-2-yl)pentyl)pyrrolidin-3-amine